N-(3-(diethylamino)propyl)-2-(5-methylpyridin-3-yl)benzo[d]imidazo[2,1-b]thiazole-7-carboxamide hemiformate C(=O)O.C(C)N(CCCNC(=O)C1=CC2=C(N3C(S2)=NC(=C3)C=3C=NC=C(C3)C)C=C1)CC.C(C)N(CC)CCCNC(=O)C1=CC3=C(N2C(S3)=NC(=C2)C=2C=NC=C(C2)C)C=C1